2-cyclopropyl-1-(3-fluoro-4-methylphenyl)ethan-1-one C1(CC1)CC(=O)C1=CC(=C(C=C1)C)F